C(C)OC(CC=O)=O.C(=O)CC(=O)OCCCCC amyl formylacetate ethyl-formylacetate